C1(CC1)C=1C=CC(=NC1F)[C@@H](NC(=O)[C@H]1N(C[C@@H]([C@H]1O)F)C(CN1N=NN=C1C(F)F)=O)C1=CC=CC=C1 (2S,3S,4S)-N-[(S)-(5-cyclopropyl-6-fluoropyridin-2-yl)(phenyl)methyl]-1-{2-[5-(difluoromethyl)-1H-1,2,3,4-tetrazol-1-yl]acetyl}-4-fluoro-3-hydroxypyrrolidine-2-carboxamide